4-chloro-6-methoxy-7-(trifluoromethoxy)quinoline ClC1=CC=NC2=CC(=C(C=C12)OC)OC(F)(F)F